C12(CC(C1)C2)N2C=NC(=C2C=2C=CC=1N(N2)C(=CN1)C#N)C1=CC(=C(C=C1)F)Cl 6-(1-(bicyclo[1.1.1]pentan-1-yl)-4-(3-chloro-4-fluorophenyl)-1H-imidazol-5-yl)imidazo[1,2-b]pyridazine-3-carbonitrile